4-{[6-(2,6-dichlorophenyl)-5-oxo-5,6-dihydroimidazo[1,2-a]pyrimido[5,4-e]pyrimidin-2-yl]amino}-N-[4-(dimethylamino)cyclohexyl]benzamide ClC1=C(C(=CC=C1)Cl)N1C=2N(C3=C(C1=O)C=NC(=N3)NC3=CC=C(C(=O)NC1CCC(CC1)N(C)C)C=C3)C=CN2